OC=1C=C(C=CC1C(=O)OC)C1N(CCN(C1)C)CC1=C2C=CN(C2=C(C=C1OC)C)C(=O)OC(C)(C)C tert-Butyl 4-((2-(3-hydroxy-4-(methoxycarbonyl)phenyl)-4-methylpiperazin-1-yl)methyl)-5-methoxy-7-methyl-1H-indole-1-carboxylate